2-((4-(6-((4-Chloro-2-fluorobenzyl)oxy)pyridin-2-yl)piperidin-1-yl)methyl)-4-(cyclopropylmethoxy)-1-methyl-1H-benzo[d]imidazole-6-carboxylic acid ClC1=CC(=C(COC2=CC=CC(=N2)C2CCN(CC2)CC2=NC3=C(N2C)C=C(C=C3OCC3CC3)C(=O)O)C=C1)F